CON1C(C2(CN(CC2)C(=O)OC(C)(C)C)C2=C3C(=NC=C21)N(C=C3)S(=O)(=O)C3=CC=CC=C3)=O tert-Butyl 6-methoxy-7-oxo-3-(phenylsulfonyl)-6,7-dihydro-3H-spiro[dipyrrolo[2,3-b:3',2'-d]pyridine-8,3'-pyrrolidine]-1'-carboxylate